2-phenoxy-10-(2-(trimethylsilyl)phenyl)-10H-phenoxazine O(C1=CC=CC=C1)C1=CC=2N(C3=CC=CC=C3OC2C=C1)C1=C(C=CC=C1)[Si](C)(C)C